ClC=1C(=NC(=NC1)N[C@H]1[C@@H]([C@H]2CC[C@@H](C1)N2S(=O)(=O)C)O)C2=CC(=C1C(=C(N(C1=C2)C(C)C)C)C#N)F 6-(5-chloro-2-(((1R,2S,3R,5S)-2-hydroxy-8-(methylsulfonyl)-8-azabicyclo[3.2.1]octan-3-yl)amino)pyrimidin-4-yl)-4-fluoro-1-isopropyl-2-methyl-1H-indole-3-carbonitrile